N1C=NC2=C1C=CC(=C2)N2C(SCC2=S)C2=CC=CC=C2 3-(1H-Benzo[d]imidazol-5-yl)-2-phenylthiazolidine-4-thion